C(#N)[C@@H]1CN(C[C@H]1C1=CC(NC=C1)=O)C(=O)OC(C)(C)C tert-butyl (trans)-3-cyano-4-(2-oxo-1,2-dihydropyridin-4-yl)pyrrolidine-1-carboxylate